N-ethyl-N-[(6-methoxypyrimidin-4-yl)methyl]-6-methyl-4-[(1-methylcyclopropyl)amino]furo[2,3-d]pyrimidine-5-carboxamide C(C)N(C(=O)C1=C(OC=2N=CN=C(C21)NC2(CC2)C)C)CC2=NC=NC(=C2)OC